FC1=CC2=C(N=C(O2)C)C(=C1)CO (6-fluoro-2-methyl-1,3-benzoxazol-4-yl)methanol